C(C)(C)(C)OC(N(C1CC(NCC1)C)CC)=O.COC=1C=C(C=CC1OC)/C(/C(=O)C1SCCCS1)=C\C1=CC=C2C=CC3=CC=CC4=CC=C1C2=C34 (E)-2-(3,4-Dimethoxyphenyl)-1-(1,3-dithian-2-yl)-3-(pyren-1-yl)prop-2-en-1-one tert-butyl-N-ethyl-N-(2-methyl-4-piperidyl)carbamate